C1(CC1)COC1=C(C=C(C=C1)S(=O)(=O)CC)C1=CN(C(C2=C1N=CN=C2)=O)C 8-[2-(cyclopropylmethoxy)-5-ethylsulfonylphenyl]-6-methylpyrido[4,3-d]pyrimidin-5-one